3-glycidoxypropyl(methyl)dimethoxysilane C(C1CO1)OCCC[Si](OC)(OC)C